1-(7-fluoro-quinolin-6-yl)-ethylamine FC1=C(C=C2C=CC=NC2=C1)C(C)N